S(=O)(=O)(O)O.NC1=CC(=CC=C1)C meta-toluidine sulfate